dibenzyl-([5H,6H,7H,8H-imidazo[1,2-a]pyridin-6-ylmethyl])amine C(C1=CC=CC=C1)N(CC1CCC=2N(C1)C=CN2)CC2=CC=CC=C2